CC1(CC=C(CC1)CCC=O)C 3-(4,4-dimethylcyclohex-1-en-1-yl)propanal